FC(S(=O)(=O)OC1=CCC2(CCN(CC2)C2=CC=CC=3N(C(N(C32)C)=O)C3C(N(C(CC3)=O)CC3=CC=C(C=C3)OC)=O)CC1)(F)F 3-(1-(1-(4-Methoxybenzyl)-2,6-dioxopiperidin-3-yl)-3-methyl-2-oxo-2,3-dihydro-1H-benzo[d]imidazol-4-yl)-3-azaspiro[5.5]undec-8-en-9-yl trifluoromethanesulfonate